ClC1=C(C=CC(=C1F)F)C1N=C(NC(=C1C(=O)OC)[C@@H]1CC[C@H](CC1)N(S(=O)(=O)C)CCO)C=1SC=CN1 (trans)-Methyl 4-(2-chloro-3,4-difluorophenyl)-6-(4-(N-(2-hydroxyethyl)methylsulfonamido)cyclohexyl)-2-(thiazol-2-yl)-1,4-dihydropyrimidine-5-carboxylate